(3-methoxy-4-nitrophenyl)amid COC=1C=C(C=CC1[N+](=O)[O-])[NH-]